(3R)-4-[4-(2-methanesulfonylprop-2-yl)imidazo[1,5-b]pyridazin-2-yl]-3-methylmorpholine CS(=O)(=O)C(C)(C)C=1C=2N(N=C(C1)N1[C@@H](COCC1)C)C=NC2